ClC1=C(C=CC=C1)CC(=O)NC1=CC(=C2C=CN=C(C2=C1)C(F)(F)F)S(N)(=O)=O 2-(2-chlorophenyl)-N-(5-sulfamoyl-1-(trifluoromethyl)isoquinolin-7-yl)acetamide